C(C)(C)(C)N1N=C(C=2C1=NC(=CC2)C(=O)N2C(CN(CC2)C2=NC(=C(C(=O)O)C(=C2)C)C)(C)C)C2=CC(=C(C=C2)Cl)F 6-(4-(1-(tert-butyl)-3-(4-chloro-3-fluorophenyl)-1H-pyrazolo[3,4-b]pyridine-6-carbonyl)-3,3-dimethylpiperazin-1-yl)-2,4-dimethylnicotinic acid